6-Ethoxy-2-(3-((1-methyl-1H-pyrazol-4-yl)methoxy)phenyl)-N-(1H-pyrazol-3-yl)quinazolin-4-amine C(C)OC=1C=C2C(=NC(=NC2=CC1)C1=CC(=CC=C1)OCC=1C=NN(C1)C)NC1=NNC=C1